N-Methyl-2-fluoropropanamide CNC(C(C)F)=O